The molecule is a semisynthetic opioid of formula C18H21NO4 that is derived from thebaine. It is a moderately potent opioid analgesic, generally used for relief of moderate to severe pain. It has a role as an opioid analgesic, a mu-opioid receptor agonist and an antitussive. It is an organic heteropentacyclic compound and a semisynthetic derivative. It derives from a thebaine. It is a conjugate base of an oxycodone(1+). It derives from a hydride of a morphinan. CN1CC[C@]23[C@@H]4C(=O)CC[C@]2([C@H]1CC5=C3C(=C(C=C5)OC)O4)O